ClC=1C(=C(N=NC1)C1CC2(C1)CCC2)OC chloro-4-methoxy-3-(spiro[3.3]heptan-2-yl)pyridazine